5-(imidazo[1,2-a]pyrazin-6-yl)-2-{3-[(3S)-3-(propan-2-yl)piperazin-1-yl]-1,2,4-triazin-6-yl}phenol dihydrochloride Cl.Cl.N=1C=CN2C1C=NC(=C2)C=2C=CC(=C(C2)O)C2=CN=C(N=N2)N2C[C@@H](NCC2)C(C)C